N-[(6-Amino-2-pyridyl)sulfonyl]-6-(3-fluoro-5-isobutoxyphenyl)-2-[(3R)-3-phenyl-1-piperidyl]pyridin-3-carboxamid NC1=CC=CC(=N1)S(=O)(=O)NC(=O)C=1C(=NC(=CC1)C1=CC(=CC(=C1)OCC(C)C)F)N1C[C@H](CCC1)C1=CC=CC=C1